2-bromo-n-propanol isobutyrate C(C(C)C)(=O)OCC(C)Br